4-[[2-(5-Chloro-2-hydroxyphenyl)acetyl]amino]-N-cyclohexylpyridin ClC=1C=CC(=C(C1)CC(=O)NC1=CCN(C=C1)C1CCCCC1)O